N-(3-((1-Oxo-6-(3-(trifluoromethyl)-1H-pyrazol-4-yl)isoquinolin-2(1H)-yl)methyl)phenyl)isobutyramide O=C1N(C=CC2=CC(=CC=C12)C=1C(=NNC1)C(F)(F)F)CC=1C=C(C=CC1)NC(C(C)C)=O